O=CCN1C2=NC=NC(=C2N=C1)NC(C1=CC=CC=C1)=O N-(9-(2-oxoethyl)-9H-purin-6-yl)benzamide